O1CCC(CC1)OCC1=CC=C(C=C1)C(C)=O 1-(4-(((tetrahydro-2H-pyran-4-yl)oxy)methyl)phenyl)ethan-1-one